4-chloro-6-(2-isopropoxy-6-methyl-phenyl)-5-methyl-pyrimidin-2-amine ClC1=NC(=NC(=C1C)C1=C(C=CC=C1C)OC(C)C)N